(2RS)-2-[6-[2-(2-Aminopyrimidin-5-yl)ethynyl]-1-oxo-isoindolin-2-yl]-2-[2-[tert-butyl(dimethyl)silyl]oxy-5-fluoro-phenyl]-N-thiazol-2-yl-acetamide NC1=NC=C(C=N1)C#CC1=CC=C2CN(C(C2=C1)=O)[C@@H](C(=O)NC=1SC=CN1)C1=C(C=CC(=C1)F)O[Si](C)(C)C(C)(C)C |r|